[O-]P([O-])(=O)OP(=O)(O)O.C(CCC)[NH+](CCCC)CCCC.C(CCC)[NH+](CCCC)CCCC di-tri-n-butyl-ammonium pyrophosphate